Methyl 2-hydroxy-4-(4-(trifluoromethyl)phenyl)pyrrolo[1,2-a]quinoxaline-7-carboxylate OC=1C=C2N(C3=CC=C(C=C3N=C2C2=CC=C(C=C2)C(F)(F)F)C(=O)OC)C1